O=C1NC(CCC1N1C(C2=CC=CC(=C2C1)NCCCCCC(=O)N1CCN(CC1)C1CCN(CC1)C1=NC=C(C(=O)N2CCC(CC2)CCCCNC(\C=C\C=2C=NC=CC2)=O)C=C1)=O)=O (E)-N-(4-(1-(6-(4-(4-(6-((2-(2,6-dioxopiperidin-3-yl)-1-oxoisoindolin-4-yl)amino)hexanoyl)piperazin-1-yl)piperidin-1-yl)nicotinoyl)piperidin-4-yl)butyl)-3-(pyridin-3-yl)acrylamide